O(S(=O)(=O)C(F)(F)F)C=1C2=C(N=C(N1)OC[C@H]1N(CCC1)C)CN(CC2)C2=CC=CC1=CC=CC(=C21)Cl (S)-7-(8-chloronaphthalen-1-yl)-2-((1-methylpyrrolidin-2-yl) methoxy)-5,6,7,8-tetrahydropyrido[3,4-d]Pyrimidin-4-yl triflate